3-(1-Ethyl-5-{[(1-methylpiperidin-4-yl)amino]methyl}-1H-indol-2-yl)-N-phenylpropa-2-ynamide C(C)N1C(=CC2=CC(=CC=C12)CNC1CCN(CC1)C)C#CC(=O)NC1=CC=CC=C1